C1(CC1)COC1=C(C=CC(=C1)C)CN (2-(cyclopropylmethoxy)-4-methylphenyl)methanamine